O=C1NC(CCC1N1C(C2=CC=C(C=C2C1)C(=O)N[C@@H](C(F)(F)F)C1=CC(=CC=C1)OC)=O)=O 2-(2,6-dioxopiperidin-3-yl)-1-oxo-N-((R)-2,2,2-trifluoro-1-(3-methoxyphenyl)ethyl)isoindoline-5-carboxamide